N-(2,6-dioxopiperidin-3-yl)-2-fluoro-4-(piperazin-1-yl)benzamide trifluoroacetate FC(C(=O)O)(F)F.O=C1NC(CCC1NC(C1=C(C=C(C=C1)N1CCNCC1)F)=O)=O